3-(5-(5-(4,4-difluorocyclohexyl)-1-methyl-1H-1,2,4-triazol-3-yl)-1-oxoisoindolin-2-yl)piperidine-2,6-dione FC1(CCC(CC1)C1=NC(=NN1C)C=1C=C2CN(C(C2=CC1)=O)C1C(NC(CC1)=O)=O)F